2-((4-(1,2,3,4-Tetrahydroisoquinoline-2-carbonyl)phenyl)amino)-5H-[1,3,4]thiadiazolo[2,3-b]quinazolin-5-one C1N(CCC2=CC=CC=C12)C(=O)C1=CC=C(C=C1)NC1=NN2C(=NC3=CC=CC=C3C2=O)S1